2-Mercapto-4-trifluoromethyl-6-methylpyrimidine SC1=NC(=CC(=N1)C(F)(F)F)C